C(C)(C)(C)C1=C(C(=C(CN2C(N(C(N(C2=O)CC2=C(C(=C(C=C2C)C(C)(C)C)O)C)=O)CC2=C(C(=C(C=C2C)C(C)(C)C)O)C)=O)C(=C1)C)C)O 1,3,5-tris-(4-t-butyl-3-hydroxy-2,6-dimethylbenzyl)-1,3,5-triazine-2,4,6(1H,3H,5H)-trione